(2S,3R)-p-methylsulfonyl-phenylserine ethyl ester hydrochloride Cl.C(C)OC([C@@H](NC1=CC=C(C=C1)S(=O)(=O)C)CO)=O